3-(4-fluoro-1-(4-(trifluoromethoxy)phenyl)-1H-pyrazolo[4,3-c]pyridin-3-yl)azetidine-1-carboxylic acid tert-butyl ester C(C)(C)(C)OC(=O)N1CC(C1)C1=NN(C2=C1C(=NC=C2)F)C2=CC=C(C=C2)OC(F)(F)F